8-acetyl-2-(4-acetylpiperazin-1-yl)-6-methyl-chromen-4-one C(C)(=O)C=1C=C(C=C2C(C=C(OC12)N1CCN(CC1)C(C)=O)=O)C